3,3'-[oxybis[[2,2-bis[(2-propyn-1-yloxy)methyl]-3,1-propanediyl]oxy]]bis-1-propyne O(CC(COCC#C)(COCC#C)COCC#C)CC(COCC#C)(COCC#C)COCC#C